3-[(4-propargylamido)phenyl]propanamide C(C#C)(=O)NC1=CC=C(C=C1)CCC(=O)N